S1C(=NC2=C1C=CC=C2)C2=CC=C(C=C2)C2=CC1=C(C=C2)C=2SC3=C(C2S1)C=CC(=C3)C3=CC=C(C=C3)C=3SC1=C(N3)C=CC=C1 2,7-bis(4-(benzo[d]thiazol-2-yl)phenyl)[1]benzothieno[3,2-b][1]benzothiophene